CNC(=O)C1=CC2=C(N=C(N2C)NC=2SC3=C(N2)C=CC(=C3)OC(F)(F)F)C=C1 3-Methyl-2-(6-trifluoromethoxy-benzothiazol-2-ylamino)-3H-benzoimidazole-5-carboxylic acid methylamide